2-methoxy-5-(trifluoromethyl)pyrimidine-4-carboxylic acid COC1=NC=C(C(=N1)C(=O)O)C(F)(F)F